BrC1=CC=CN2C(=C(C=C12)F)C(=O)[O-] 8-bromo-2-fluoroindolizine-3-carboxylate